NC\C=C(\CN1C(=NC2=C1C=C(C=C2C2=CC=C(C=C2)S(=O)(=O)N2CCOCC2)C(=O)N(C)C)C)/F (Z)-1-(4-amino-2-fluorobut-2-en-1-yl)-N,N,2-trimethyl-4-(4-(morpholinosulfonyl)phenyl)-1H-benzo[d]imidazole-6-carboxamide